4-[[[(6R)-2-amino-3,4,5,6,7,8-hexahydro-4-oxo-6-pteridinyl]methyl]amino]-benzoic acid NC1=NC=2NC[C@H](NC2C(N1)=O)CNC1=CC=C(C(=O)O)C=C1